The molecule is a hydrate that is the dihydrate form of sodium molybdate. It has a role as a poison. It is a hydrate, an inorganic sodium salt and a molybdate. It contains a sodium molybdate (anhydrous). O.O.[O-][Mo](=O)(=O)[O-].[Na+].[Na+]